C(CCCCC)OC(CCCCCCCCCCCCC/C=C/CCO)OCCCCCC (3E)-18,18-dihexyloxy-3-octadecen-1-ol